tert-butyl (1R,4R)-5-(3-bromo-4-nitrophenyl)-2,5-diazabicyclo[2.2.1]heptane-2-carboxylate BrC=1C=C(C=CC1[N+](=O)[O-])N1[C@H]2CN([C@@H](C1)C2)C(=O)OC(C)(C)C